CC(CC(=O)O)C 3-Methylbutanoic acid